C(C)(C)(C)OC(=O)NC1=CC=2N(C=C1OCC)N=C(C2C(=O)OCC)CCC(C)(C)O[Si](C)(C)C(C)(C)C ethyl 5-(tert-butoxycarbonylamino)-2-[3-[tert-butyl(dimethyl) silyl]oxy-3-methyl-butyl]-6-ethoxy-pyrazolo[1,5-a]pyridine-3-carboxylate